CC=1N=C2N(C(=NC=3C=C(C=CC23)C(=O)O)NC2=CC=C(C=C2)C(F)(F)F)C1 2-Methyl-5-((4-(trifluoromethyl)phenyl)amino)imidazo[1,2-c]quinazoline-8-carboxylic acid